6-(4-(Hydroxymethyl)-6'-methyl-[2,2'-bipyridin]-3-yl)imidazo[1,2-a]pyridin-3-carbonitril OCC1=C(C(=NC=C1)C1=NC(=CC=C1)C)C=1C=CC=2N(C1)C(=CN2)C#N